Salicylidenesalicylyl-hydrazine C(C=1C(O)=CC=CC1)=NN=CC=1C(O)=CC=CC1